C(C=C)OC1=C(N)C(=CC(=C1)OC)F 2-(allyloxy)-6-fluoro-4-methoxyaniline